5-(4-methylbenzene-1-sulfonyl)-N-[(1-methyl-1H-pyrazol-3-yl)methyl]furan-2-carboxamide CC1=CC=C(C=C1)S(=O)(=O)C1=CC=C(O1)C(=O)NCC1=NN(C=C1)C